C(#N)C=1C=C(C=CC1)C=1N=C(SC1C1=CC(=NC(=C1)C)C)NC(=O)N1CCC2(CCOC(N2)=O)CC1 N-[4-(3-cyanophenyl)-5-(2,6-dimethyl-4-pyridyl)thiazol-2-yl]-2-oxo-3-oxa-1,9-diazaspiro[5.5]undecane-9-carboxamide